ClC1=CC=C(C=C1)[C@]1(CC[C@H]2N(CCN(C2)C(=O)C=2C=CC(N(C2Cl)C)=O)C1)O 5-[(7S,9aR)-7-(4-chlorophenyl)-7-hydroxy-3,4,6,8,9,9a-hexahydro-1H-pyrido[1,2-a]pyrazine-2-carbonyl]-6-chloro-1-methylpyridin-2-one